Cl.C[C@@H]1N(CCC1)CCCO 3-[(2S)-2-methylpyrrolidin-1-yl]propan-1-ol hydrochloride